4-amino-1-[(2R,3S,4R,5R)-3-chloro-5-(chloromethyl)-4-[(4-methoxyphenyl)diphenylmethoxy]-5-{[(4-methoxyphenyl)diphenyl-methoxy]methyl}oxolan-2-yl]-5-fluoropyrimidin-2-one NC1=NC(N(C=C1F)[C@@H]1O[C@@]([C@H]([C@@H]1Cl)OC(C1=CC=CC=C1)(C1=CC=CC=C1)C1=CC=C(C=C1)OC)(COC(C1=CC=CC=C1)(C1=CC=CC=C1)C1=CC=C(C=C1)OC)CCl)=O